(S)-2-((6-(2-(2-Acryloyl-2,7-diazaspiro[3.5]nonan-7-yl)ethyl)-7-fluoro-1-methyl-2-oxo-1,2,3,4,5,6-hexahydrobenzo[b][1,4]diazocin-3-yl)amino)-6-methyl-4-(trifluoromethyl)nicotinonitril C(C=C)(=O)N1CC2(C1)CCN(CC2)CCN2C1=C(N(C([C@H](CC2)NC2=C(C#N)C(=CC(=N2)C)C(F)(F)F)=O)C)C=CC=C1F